2,4,6-trichloro-3-fluoroiodobenzene ClC1=C(C(=CC(=C1F)Cl)Cl)I